(+-)-3-(tert-butoxy)-9,10-dimethoxy-1,3,4,6,7,11b-hexahydro-2H-pyrido[2,1-a]isoquinolin-2-ol C(C)(C)(C)OC1C(CC2N(CCC3=CC(=C(C=C23)OC)OC)C1)O